C(C1=CC=CC=C1)C1=CC(=C(C=C1)N1SC(NC1=O)=O)OCC 4-benzyl-2-phenetyl-[1,2,4]thiadiazolidine-3,5-dione